C(#N)C1=CC=C(C=C1)C1CCN(CC1)C(=O)C=1C(=C(C(=O)O)C=CC1C)C1CCC1 (4-(4-cyanophenyl)piperidine-1-carbonyl)-2-cyclobutyl-4-methylbenzoic acid